C1(CCCC1)NC=1C2=C(N=C(N1)OCCOC)C=CC=N2 N-cyclopentyl-2-(2-methoxyethoxy)pyrido[3,2-d]pyrimidin-4-amine